4-(bis(2,4-dimethoxybenzyl)amino)-2-(((S)-pent-2-yl)oxy)imidazo[2,1-f][1,2,4]triazin COC1=C(CN(C2=NC(=NN3C2=NC=C3)O[C@@H](C)CCC)CC3=C(C=C(C=C3)OC)OC)C=CC(=C1)OC